N-(3,5-Dimethoxyphenyl)-N-(4-fluorobenzyl)-2-((triisopropylsilyl)ethynyl)thiazol-4-amine COC=1C=C(C=C(C1)OC)N(C=1N=C(SC1)C#C[Si](C(C)C)(C(C)C)C(C)C)CC1=CC=C(C=C1)F